tert-butyl 4-[5-(3-methyl-1-bicyclo[1.1.1]pentanyl)-1H-pyrazol-3-yl]piperazine-1-carboxylate CC12CC(C1)(C2)C2=CC(=NN2)N2CCN(CC2)C(=O)OC(C)(C)C